(2-((4-cyclopropyl-1-(2,6-dichlorophenyl)-1H-pyrazol-5-yl)methylene)-7-azaspiro[3.5]non-7-yl)-4-fluorobenzo[d]thiazole-6-carboxylic acid C1(CC1)C=1C=NN(C1C=C1CC2(C1)CCN(CC2)C=2SC1=C(N2)C(=CC(=C1)C(=O)O)F)C1=C(C=CC=C1Cl)Cl